N1(CCCCC1)CCCC#CC=1C=C(C=C2C(=NNC12)N)C1=C2C(=NC=C1)NC=C2 7-(5-(piperidin-1-yl)pent-1-yn-1-yl)-5-(1H-pyrrolo[2,3-b]pyridin-4-yl)-1H-indazol-3-amine